4-{3-azabicyclo[3.1.0]hex-3-yl}-3-cyano-2-fluorobenzoic acid methyl ester COC(C1=C(C(=C(C=C1)N1CC2CC2C1)C#N)F)=O